FC=1C=C(C=CC1C(F)(F)F)S(=O)(=O)N1C[C@H](OCC1)C1=C(SC2=C1C=CC=C2)C(=O)N |o1:16| 3-[(R) or (S)-4-[3-fluoro-4-(trifluoromethyl)phenyl]sulfonylmorpholin-2-yl]benzothiophene-2-carboxamide